acetyl-L-alanyl-L-valine methyl ester COC([C@@H](NC([C@@H](NC(C)=O)C)=O)C(C)C)=O